COC=1C(NC=CC1)=O 3-Methoxy-2(1H)-pyridone